C(N)(OC1=C(C(=C(C=C1)CCCCCCC)CCCCCCC)CCCCCCC)=O (triheptylphenyl) carbamate